O([Si](C1=CC=CC=C1)(C1=CC=CC=C1)C(C)(C)C)CCCC#C 1-(tert-butyldiphenylsiloxy)-pent-4-yne